(R)-8-bromo-N-ethyl-6-(2-fluorophenyl)-4-methyl-4H-benzo[f]imidazo[1,5-a][1,4]diazepine-3-carboxamide BrC=1C=CC2=C(C(=N[C@@H](C=3N2C=NC3C(=O)NCC)C)C3=C(C=CC=C3)F)C1